carbon aminoammonium salt N[NH3+].[C+4]